ClC1=C(C=CC(=C1)C(F)(F)F)NC(C(C)(C)N1N=CC(=C1)C#CC1CN(C1)C=1C=C2C(N(C(C2=CC1)=O)C1C(NC(CC1)=O)=O)=O)=O N-(2-chloro-4-(trifluoromethyl)phenyl)-2-(4-((1-(2-(2,6-dioxopiperidin-3-yl)-1,3-dioxoisoindoline-5-yl)azetidin-3-yl)ethynyl)-1H-pyrazol-1-yl)-2-methylpropionamide